4-((S)-2-(5-(2-methoxyphenyl)oxazol-2-ylamino)-2-(2-methylthiazol-4-yl)ethyl)-phenylaminosulfonic acid COC1=C(C=CC=C1)C1=CN=C(O1)N[C@@H](CC1=CC=C(C=C1)NS(=O)(=O)O)C=1N=C(SC1)C